6-((6-(difluoromethoxy)pyridin-3-yl)thio)-2-((6-methoxypyridin-3-yl)methyl)phthalazin-1(2H)-one FC(OC1=CC=C(C=N1)SC=1C=C2C=NN(C(C2=CC1)=O)CC=1C=NC(=CC1)OC)F